CNCC(O)C=1SC(=CC1)[N+](=O)[O-] 2-(methylamino)-1-(5-nitrothiophen-2-yl)ethan-1-ol